Cl.C1(CC1)CS(=O)(=O)C=1C=C2CNC(C2=CC1)C(=O)O 5-((Cyclopropylmethyl)sulfonyl)isoindoline-1-carboxylic Acid, Hydrochloride Salt